Pyridine-carboxylic acid tert-butyl ester C(C)(C)(C)OC(=O)C1=NC=CC=C1